1-(3-fluorophenyl)piperazine hydrochloride Cl.FC=1C=C(C=CC1)N1CCNCC1